1-n-butyl-2-Ethylpyrazolium C(CCC)[N+]=1N(C=CC1)CC